(difluoro(2-(((3S,6S,9aS)-5-oxo-3-(2-(pyridin-3-yl)morpholine-4-carbonyl)octa-hydro-1H-pyrrolo[1,2-a]azepin-6-yl)carbamoyl)benzo[b]thiophen-5-yl)methyl)phosphonic acid FC(C1=CC2=C(SC(=C2)C(N[C@H]2CCC[C@@H]3N(C2=O)[C@@H](CC3)C(=O)N3CC(OCC3)C=3C=NC=CC3)=O)C=C1)(F)P(O)(O)=O